2-(2-chloro-6-hydrazinyl-9H-purin-9-yl)-1-(pyridin-2-yl)ethan-1-one ClC1=NC(=C2N=CN(C2=N1)CC(=O)C1=NC=CC=C1)NN